FC=1C(=C(C=CC1)NC1=C(NC2=C1C(NCC2)=O)C2=C(C=NC=C2)OC[C@@H]2NCCC2)OC 3-[(3-fluoro-2-methoxyphenyl)amino]-2-{3-[(2R)-pyrrolidin-2-ylmethoxy]pyridin-4-yl}-1H,5H,6H,7H-pyrrolo[3,2-c]pyridin-4-one